iodo-tetracene IC1=CC=CC2=CC3=CC4=CC=CC=C4C=C3C=C12